ClC1=CC2=C(C=N1)C(NN2C2=CC=C(C=C2)S(=O)(=O)C)=O 6-chloro-1-(4-methanesulfonylphenyl)-1H,2H,3H-pyrazolo[4,3-c]pyridin-3-one